(2R,3R)-2-(2,4-difluorophenyl)-3-[4-methyl-5,6-dihydropyridin-1(2H)-yl]-1-(1H-1,2,4-triazol-1-yl)butan-2-ol FC1=C(C=CC(=C1)F)[C@@](CN1N=CN=C1)([C@@H](C)N1CC=C(CC1)C)O